2-methyl-N-(2-methyl-4-nitrophenyl)-2-azaspiro[3.3]heptane-6-amine CN1CC2(C1)CC(C2)NC2=C(C=C(C=C2)[N+](=O)[O-])C